O(C1=CC=CC=C1)[B] phenoxy-boron